4-(2,6-Difluorophenyl)-1,2-benzoxazol FC1=C(C(=CC=C1)F)C1=CC=CC2=C1C=NO2